(7-(2-(4-(6-fluorobenzothiophen-4-yl)piperazin-1-yl)ethyl)-2-oxoquinolin-1(2H)-yl)methyl methyl carbonate C(OCN1C(C=CC2=CC=C(C=C12)CCN1CCN(CC1)C1=CC(=CC2=C1C=CS2)F)=O)(OC)=O